(1-bromo-6-(2-chloro-5-fluorophenyl)-3-(2,2-difluoroethyl)-6-hydroxy-8-oxo-3,6,7,8-tetrahydropyrrolo[3,4-e]indazol-5-yl)-3-fluoro-5-(trifluoromethyl)benzamide BrC1=NN(C=2C=C(C3=C(C12)C(NC3(O)C3=C(C=CC(=C3)F)Cl)=O)C3=C(C(=O)N)C=C(C=C3F)C(F)(F)F)CC(F)F